C(C)CC(CC(=O)[O-])=O.C(C)CC(CC(=O)[O-])=O.C(C)O[Zr+2]OCC diethoxyzirconium bis(ethylacetoacetate)